FC=1C=CC(=C2C(CC(NC12)(C)C)=O)C 8-fluoro-2,2,5-trimethyl-2,3-dihydroquinolin-4(1H)-one